BrC=1C=C2C(C(NC(C2=CC1)(C)C)=O)(CCO)CC (+)-6-bromo-4-ethyl-4-(2-hydroxyethyl)-1,1-dimethyl-1,4-dihydroisoquinolin-3(2H)-one